(S)-1-(1-(1H-imidazol-4-yl)ethyl)-4-(dimethylamino)-7-(trifluoromethyl)quinazolin-2(1H)-one N1C=NC(=C1)[C@H](C)N1C(N=C(C2=CC=C(C=C12)C(F)(F)F)N(C)C)=O